O=C1C=C2CC(C(OC2=CC1=O)=O)=C 6,7-dioxo-methylenecoumarin